(S,Z)-1-(4-(2-Bromo-2-(2-methyl-[1,1'-biphenyl]-3-yl)vinyl)-2-methoxy-5-Methylbenzyl)piperidine-2-carboxylic acid Br\C(=C/C1=CC(=C(CN2[C@@H](CCCC2)C(=O)O)C=C1C)OC)\C=1C(=C(C=CC1)C1=CC=CC=C1)C